C(#N)C1C(C1)C=1C=CC(=C(C1)C1=C(C=NN1COCC[Si](C)(C)C)NC(=O)C=1C=NN2C1N=CC=C2)OC(F)F N-[5-[5-(2-cyanocyclopropyl)-2-(difluoromethoxy)phenyl]-1-[[2-(trimethylsilyl)ethoxy]methyl]-1H-pyrazol-4-yl]pyrazolo[1,5-a]pyrimidine-3-carboxamide